(2-((4-((S)-2-(4-chloro-2-fluorophenyl)-2-methylbenzo[D][1,3]dioxol-4-yl)piperidin-1-yl)methyl)-4-fluoro-1-(((S)-oxetan-2-yl)methyl)-1H-benzo[D]imidazol-5-yl)-1,2,4-oxadiazol-5(4H)-one ClC1=CC(=C(C=C1)[C@@]1(OC2=C(O1)C=CC=C2C2CCN(CC2)CC2=NC1=C(N2C[C@H]2OCC2)C=CC(=C1F)C1=NOC(N1)=O)C)F